[I-].C(C)(C)(C)C1CC(C1)[Zn+] (3-(TERT-BUTYL)CYCLOBUTYL)ZINC(II) IODIDE